IC1=C(N(C)C)C=CC=C1 2-iodo-N,N-dimethylaniline